OCC(CC(=O)NN1N=CC=C1)N1CCOC2(CCN(C2)C2=CC=C(C=C2)OC(F)(F)F)C1 4-Hydroxy-N-(1H-pyrazol-1-yl)-3-{2-[4-(trifluoromethoxy)phenyl]-6-oxa-2,9-diazaspiro[4.5]decan-9-yl}butanamide